5-Methyl-N-((1s,4s)-4-((7-morpholino-1,6-naphthyridin-5-yl)oxy)cyclohexyl)pyrimidin-2-amine CC=1C=NC(=NC1)NC1CCC(CC1)OC1=C2C=CC=NC2=CC(=N1)N1CCOCC1